ISOAMYL ACETATE (isopentyl acetate) C(CC(C)C)CC(=O)O.C(C)(=O)OCCC(C)C